C1=NC=C(C2=CC=CC=C12)N1C(N(C[C@@H]1C#N)C1CC(C1)C(F)(F)F)=O (R)-3-(isoquinolin-4-yl)-2-oxo-1-(3-(trifluoromethyl)cyclobutyl)imidazolidine-4-carbonitrile